Cl.ClC1=C(C=CC=C1C)C1(CNC1)NC1=CC=C2C(C(NC2=C1)=O)(C)C 6-((3-(2-chloro-3-methylphenyl)azetidin-3-yl)amino)-3,3-dimethylindolin-2-one hydrochloride